2-p-benzoylphenyl-3,1-benzoxazin-4-one C(C1=CC=CC=C1)(=O)C1=CC=C(C=C1)C1=NC2=C(C(O1)=O)C=CC=C2